3-propyl iodide CCCI